(R)-(4-Aminopyrrolo[1,2-a]quinoxalin-8-yl)(2-(4-fluorophenyl)piperidin-1-yl)methanone NC=1C=2N(C3=CC(=CC=C3N1)C(=O)N1[C@H](CCCC1)C1=CC=C(C=C1)F)C=CC2